OC1=CC=C(C=C1)CC(=O)O 4-hydroxy-phenylacetic acid